(S)-3-((1H-pyrrolo[2,3-b]pyridin-4-yl)methyl)-1-(4-methoxy-3-(pentyloxy)phenyl)-4-methyltetrahydropyrimidin-2(1H)-one N1C=CC=2C1=NC=CC2CN2C(N(CC[C@@H]2C)C2=CC(=C(C=C2)OC)OCCCCC)=O